O=C1N(CCC(N1)=O)C=1C=C(OCC(=O)NCC2CCNCC2)C=CC1C 2-[3-(2,4-Dioxohexahydropyrimidin-1-yl)-4-methyl-phenoxy]-N-(4-piperidylmethyl)acetamide